C(C(C)C)C1=CC=C(C=C1)N1N=C(C=C1)OC(C)N 1-(4-isobutylphenyl-1H-pyrazol-3-yloxy)ethylamine